3-(2-methylanilino)propionic acid CC1=C(NCCC(=O)O)C=CC=C1